pentan-2-aminium chloride [Cl-].CC(CCC)[NH3+]